C1(=CC=CC=C1)CCCN1C(=NC2=C1C=CC=C2C(=O)N)C=2SC=CC2 1-(3-Phenylpropyl)-2-(thiophen-2-yl)-1H-benzo[d]imidazole-4-carboxamide